1-(cyclobutylmethyl)-N-[6-cyclopropyl-4-[4-fluoro-2-(4-methyl-1,2,4-triazol-3-yl)phenyl]pyridin-2-yl]-5-[[(3S)-3-methylpiperidin-1-yl]methyl]-2-oxopyridine-3-carboxamide C1(CCC1)CN1C(C(=CC(=C1)CN1C[C@H](CCC1)C)C(=O)NC1=NC(=CC(=C1)C1=C(C=C(C=C1)F)C1=NN=CN1C)C1CC1)=O